N-((3R,4S)-1-((3-chloropropyl)sulfonyl)-3-methylpiperidin-4-yl)-8-ethoxy-7-(1H-pyrazol-4-yl)-[1,2,4]triazolo[1,5-a]pyridin-2-amine ClCCCS(=O)(=O)N1C[C@H]([C@H](CC1)NC1=NN2C(C(=C(C=C2)C=2C=NNC2)OCC)=N1)C